FC1=C(CC=2C=3N(C=C(N2)C2=C(C(=CC=C2)[N+](=O)[O-])F)C(/C(/N3)=C/C=3OC=CC3)=O)C(=CC=C1)F (Z)-8-(2,6-difluorobenzyl)-6-(2-fluoro-3-nitrophenyl)-2-(furan-2-ylmethylene)imidazo[1,2-a]Pyrazin-3(2H)-one